FC1=CC=C(C=C1)N1N=CC(=N1)[N+](=O)[O-] 2-(4-fluorophenyl)-4-nitro-2H-1,2,3-triazole